(S)-3-([1,1'-biphenyl]-4-yl)-2-aminopropionic acid C1(=CC=C(C=C1)C[C@@H](C(=O)O)N)C1=CC=CC=C1